ClC=1C=C(C=CC1)C1=C(C=CC(=C1)Cl)S(=O)(=O)N1CCC(CC1)(C(=O)N[C@@H](C)\C=C/S(=O)(=O)C)F (S,Z)-1-((3',5-dichloro-[1,1'-biphenyl]-2-yl)sulfonyl)-4-fluoro-N-(4-(methylsulfonyl)but-3-en-2-yl)piperidine-4-carboxamide